N[C@H]1C2N(CC1CC2)C(=O)C=2C=CC=1N(C2)N=C(C1C)C=1N(C2=CC(=CC=C2C1)C1=CC=C2CNC(C2=C1)=O)CC1CC1 6-(2-(6-((7R)-7-Amino-2-azabicyclo[2.2.1]heptane-2-carbonyl)-3-methylpyrazolo[1,5-a]pyridin-2-yl)-1-(cyclopropylmethyl)-1H-indol-6-yl)isoindolin-1-one